4-{8-Amino-3-[(1'S,6'R,8a'S)-1'-hydroxy-3'-oxohexahydrospiro[cyclopropan-1,2'-indolizin]-6'-yl]imidazo[1,5-a]pyrazin-1-yl}-N-[4-(trifluoromethyl)pyridin-2-yl]benzamid NC=1C=2N(C=CN1)C(=NC2C2=CC=C(C(=O)NC1=NC=CC(=C1)C(F)(F)F)C=C2)[C@H]2CN1C(C3([C@@H]([C@@H]1CC2)O)CC3)=O